6-chloro-N-[5-(2,2-difluoroethyl)-4-methoxy-6-methyl-pyrimidin-2-yl]-1H-indole-3-sulfonic acid amide ClC1=CC=C2C(=CNC2=C1)S(=O)(=O)NC1=NC(=C(C(=N1)OC)CC(F)F)C